ClC1=CC(=C(C=N1)C#CCCCC(=O)N1CCOCC1)NC(C)C 6-(6-chloro-4-(isopropylamino)-3-pyridinyl)-1-morpholino-hex-5-yn-1-one